3-allyl-1-boc-piperidine-3-carboxylate C(C=C)C1(CN(CCC1)C(=O)OC(C)(C)C)C(=O)[O-]